3-(3-ethyl-4-oxo-spiro[6,8-dihydro-5H-pyrazolo[4,3-c]azepine-7,4'-tetrahydropyran]-1-yl)propyl isothiazole-4-carboxylate S1N=CC(=C1)C(=O)OCCCN1N=C(C=2C(NCC3(CCOCC3)CC21)=O)CC